2-[(3-ethynyl-8-methyl-6-quinolyl)oxy]-N-(2-fluoroethyl)-2-methylsulfanyl-acetamide C(#C)C=1C=NC2=C(C=C(C=C2C1)OC(C(=O)NCCF)SC)C